C=C1C(=O)OC1=O Methylenemalonic anhydride